ClC1=C(C(=CC=C1)Cl)C=1N=C2C=3C=C(C=NC3C=CN2C1C)C=1C=CC=C(C1)C1CN(C1)C(C)=O 1-(3-(5-(2-(2,6-Dichlorophenyl)-3-methylimidazo[2,1-f][1,6]naphthyridin-9-yl)phenyl)azetidin-1-yl)ethan-1-one